C(C)(C)(C)NC(C(=O)N[C@H](C(N[C@@H](C[C@H]1C(NCC1)=O)C(COC(F)(F)F)=O)=O)CC(C)(C)C)=O N1-(tert-butyl)-N2-((S)-4,4-dimethyl-1-oxo-1-(((S)-3-oxo-1-((S)-2-oxopyrrolidin-3-yl)-4-(trifluoromethoxy)butan-2-yl)amino)pentan-2-yl)oxalamide